3-[6-(1-methylsulfonyl-3-piperidyl)-2-pyridyl]pyrazolo[1,5-a]pyridine CS(=O)(=O)N1CC(CCC1)C1=CC=CC(=N1)C=1C=NN2C1C=CC=C2